OCC1(CN(CC1)C=1OC2=C(C=C(C=C2C(C1)=O)C)C(C)NC1=C(C(=O)O)C=CC=C1)C1=CC=CC=C1 2-[1-[2-[3-(Hydroxymethyl)-3-phenyl-pyrrolidin-1-yl]-6-methyl-4-oxo-chromen-8-yl]ethylamino]benzoic acid